2-bromo-4-chloro-6-(cyclopropoxy)-3-fluoro-benzonitrile BrC1=C(C#N)C(=CC(=C1F)Cl)OC1CC1